4-(2-(3-(3-amino-6-(2-hydroxyphenyl)pyridazin-4-yl)-3,8-diazabicyclo[3.2.1]octan-8-yl)pyrimidin-5-yl)-1-(2-carboxyspiro[3.5]nonan-7-ylidene)piperidin-1-ium NC=1N=NC(=CC1N1CC2CCC(C1)N2C2=NC=C(C=N2)C2CC[N+](CC2)=C2CCC1(CC(C1)C(=O)O)CC2)C2=C(C=CC=C2)O